C(C1=CC=CC=C1)N[C@H]1CO[C@H]2[C@@H]1OC[C@]2(O)CCC2=CC=NC1=CC=C(C=C21)OC (3R,3aS,6S,6aR)-6-(benzylamino)-3-(2-(6-methoxyquinolin-4-yl)ethyl)hexahydrofuro[3,2-b]furan-3-ol